2-(dibenzothienyl)-aniline C1(=CC=CC=2SC3=C(C21)C=CC=C3)C3=C(N)C=CC=C3